C(C)(C)(C)OC(=O)N1CCC(CC1)N1CCC(CC1)CN1CCN(CC1)C=1C=C2C(N(C(C2=CC1)=O)C1C(NC(CC1)=O)=O)=O 4-((4-(2-(2,6-dioxopiperidin-3-yl)-1,3-dioxoisoindolin-5-yl)piperazin-1-yl)methyl)-[1,4'-bipiperidine]-1'-carboxylic acid tert-butyl ester